[Mn].[Ni].[N+](=O)([O-])C1=CC=C(C=C1)C(=C)N1CCOCC1 4-[1-(4-nitrophenyl)vinyl]morpholine nickel manganese